bicyclo[2.2.1]heptan-1-amine C12(CCC(CC1)C2)N